[Si](C)(C)(C(C)(C)C)OCC1=C(C=C(C=C1)F)C(C)=O 1-(2-(((tert-butyldimethylsilyl)oxy)methyl)-5-fluorophenyl)ethan-1-one